2-amino-4-(tert-butyl)benzaldehyde NC1=C(C=O)C=CC(=C1)C(C)(C)C